1-(5-(3-Cyano-6-(1-(piperidin-4-yl)-1H-pyrazol-4-yl)pyrazolo[1,5-a]pyridin-4-yl)pyridin-2-yl)-N-isopropyl-4-methylpiperidine-4-carboxamide C(#N)C=1C=NN2C1C(=CC(=C2)C=2C=NN(C2)C2CCNCC2)C=2C=CC(=NC2)N2CCC(CC2)(C(=O)NC(C)C)C